OC(CCN1N=CC(=C1)C1=CN2C(S1)=C(C=N2)C(=O)NC=2C(=NC=C(C2)C(NCCN2CCCC2)=O)C)CO 2-(1-(3,4-Dihydroxybutyl)-1H-pyrazol-4-yl)-N-(2-methyl-5-((2-(pyrrolidin-1-yl)ethyl)carbamoyl)pyridin-3-yl)pyrazolo[5,1-b]thiazole-7-carboxamide